(3S,4S)-3-methyl-2-oxa-8-azaspiro[4.5]decan-4-amine hydrogen chloride Cl.C[C@@H]1OCC2([C@@H]1N)CCNCC2